isopropyl (Z)-5-(4-chlorophenyl)-2-(4-(2-(4-hydroxypiperidin-1-yl)-2-oxoethoxy)benzylidene)-7-methyl-3-oxo-2,3-dihydro-5H-thiazolo[3,2-a]pyrimidine-6-carboxylate ClC1=CC=C(C=C1)C1C(=C(N=C2N1C(/C(/S2)=C/C2=CC=C(C=C2)OCC(=O)N2CCC(CC2)O)=O)C)C(=O)OC(C)C